L-2-aminocaproic acid N[C@H](C(=O)O)CCCC